C(C)(C)(C)[C@H]1OC([C@H]2N1C[C@@H](C2)F)=O (3R,6R,7aS)-3-(tert-butyl)-6-fluorotetrahydro-1H,3H-pyrrolo[1,2-C]oxazol-1-one